C(N)(=O)OCC(COC(N)=O)C 2-methyl-1,3-propanediol dicarbamate